isopentenyl neononanoate C(CCCCC(C)(C)C)(=O)OCCC(=C)C